N(N)C(OCC1C=2C=NN(C2CCC1)COCC[Si](C)(C)C)=S O-((1-((2-(trimethylsilyl)ethoxy)methyl)-4,5,6,7-tetrahydro-1H-indazol-4-yl)methyl) hydrazinecarbothioate